3-fluoro-piperidine-1,3-dicarboxylic acid 1-tert-butyl ester 3-methyl ester COC(=O)C1(CN(CCC1)C(=O)OC(C)(C)C)F